(2S,4S)-N-(3-chloro-4-fluorophenyl)-4-hydroxy-N-methyl-1-(6-methyl-4-(trifluoromethyl)-pyridin-2-yl)-5-oxopyrrolidine-2-carboxamide ClC=1C=C(C=CC1F)N(C(=O)[C@H]1N(C([C@H](C1)O)=O)C1=NC(=CC(=C1)C(F)(F)F)C)C